15-chloro-21,23-difluoro-18,18-dioxo-8,11-dioxa-18λ6-thia-16,19-diazatetracyclo[18.3.1.113,17.02,7]pentacosa-1(24),2,4,6,13,15,17(25),20,22-nonaen-12-one ClC=1C=C2C(OCCOC3=CC=CC=C3C=3C(=CC(=C(NS(C(N1)=C2)(=O)=O)C3)F)F)=O